C(C1=CC=CC=C1)OC=1C=C2C(NN(C2=C2C1C=CC=C2)C2=CC=CC=C2)=O 5-(benzyloxy)-1-phenyl-1,2-dihydro-3H-benzo[g]indazol-3-one